4-(4-methyl-3-pentenyl)-3-cyclohexene-1-formonitrile CC(=CCCC1=CCC(CC1)C#N)C